ClC=1C(=NC=CC1C1=NC(=C(C=C1)CN(C(OC(C)(C)C)=O)C[C@H]1NC(CC1)=O)OC)C1=C(C(=CC=C1)NC1=NC=CC(=C1F)C=O)F tert-butyl (S)-((3'-chloro-2'-(2-fluoro-3-((3-fluoro-4-formylpyridin-2-yl)amino)phenyl)-6-methoxy-[2,4'-bipyridin]-5-yl)methyl)((5-oxopyrrolidin-2-yl)methyl)carbamate